C(C)(C)(C)OC(=O)N1CC(CC1)CCCCCCCCCCC(=O)O 11-(1-(tert-butoxycarbonyl)pyrrolidin-3-yl)undecanoic acid